(5-bromopyrrolo[2,3-b]pyridin-1-yl)-triisopropyl-silane BrC=1C=C2C(=NC1)N(C=C2)[Si](C(C)C)(C(C)C)C(C)C